COC1=CC=C(C(=O)NC(=O)N2CCNCC2)C=C1 N-(4-methoxybenzoyl)piperazine-1-carboxamide